BrC1=NC(=CC(=C1OCOC)OC(CO[Si](C)(C)C(C)(C)C)C)I 2-Bromo-4-((1-((tert-butyldimethylsilyl)oxy)propane-2-yl)oxy)-6-iodo-3-(methoxymethoxy)pyridine